[Si](C)(C)(C)C#C[Si](C)(C)C bis-TMSacetylene